N3,N9-bis[4-(2,3-dihydro-1-benzofuran-2-yl)phenyl]-N3,N9-bis(3,4-dimethylphenyl)dibenzo[d,d']benzo[1,2-b:4,5-b']difuran-3,9-diamine O1C(CC2=C1C=CC=C2)C2=CC=C(C=C2)N(C2=CC1=C(C=3C(O1)=CC1=C(OC4=C1C=CC(=C4)N(C4=CC(=C(C=C4)C)C)C4=CC=C(C=C4)C4OC1=C(C4)C=CC=C1)C3)C=C2)C2=CC(=C(C=C2)C)C